2-[6-[4-methanesulfonyl-3-(trifluoromethyl)benzyl]-2-azaspiro[3.3]heptane-2-carbonyl]-7-oxa-2,5-diazaspiro[3.4]octan-6-one CS(=O)(=O)C1=C(C=C(CC2CC3(CN(C3)C(=O)N3CC4(C3)NC(OC4)=O)C2)C=C1)C(F)(F)F